(2R)-2-(6-{5-chloro-2-[(oxan-4-yl)amino]pyrimidin-4-yl}-1-oxo-2,3-dihydro-1H-isoindol-2-yl)-N-[(1S)-1-[3-fluoro-6-(4-methylpiperazin-1-yl)pyridin-2-yl]-2-hydroxyethyl]propanamide ClC=1C(=NC(=NC1)NC1CCOCC1)C1=CC=C2CN(C(C2=C1)=O)[C@@H](C(=O)N[C@H](CO)C1=NC(=CC=C1F)N1CCN(CC1)C)C